1-(2,4-dichlorophenyl)-(R,R)-1,2-propanediol ClC1=C(C=CC(=C1)Cl)[C@H]([C@@H](C)O)O